3-(2-(3-((5-(3-fluorophenyl)pyrimidin-2-yl)amino)benzamido)ethyl)benzoic acid FC=1C=C(C=CC1)C=1C=NC(=NC1)NC=1C=C(C(=O)NCCC=2C=C(C(=O)O)C=CC2)C=CC1